(2R)-2-bromo-2-fluoro-acetic acid isopropyl ester C(C)(C)OC([C@H](F)Br)=O